BrC=1C(=NC=CC1)[C@@H](C)O |r| (RS)-1-(3-bromo-2-pyridinyl)ethanol